O1C(=CC=C1)C=O Furan-carbaldehyde